4-(2-{5-chloro-2-oxo-1,2-dihydrospiro[indole-3,4'-piperidin]-1'-yl}ethoxy)-2-fluoro-N,N-dimethylbenzamide ClC=1C=C2C(=CC1)NC(C21CCN(CC1)CCOC1=CC(=C(C(=O)N(C)C)C=C1)F)=O